ClC1=C(C=C(C=C1)F)C1C(NC=C1[N+](=O)[O-])CC1=CC=C(C=C1)OC 3-(2-Chloro-5-fluorophenyl)-2-(4-methoxybenzyl)-4-nitro-2,3-dihydro-1H-pyrrole